2-chloro-3-methoxypyrazine ClC1=NC=CN=C1OC